FC1=C(C(=CC=C1)C1=CC=C(C=C1)C(F)(F)F)C(=O)NCC1(NC(NC1=O)=O)C=1N=CSC1C fluoro-N-{[4-(5-methyl-1,3-thiazol-4-yl)-2,5-dioxoimidazolidin-4-yl]methyl}-4'-(trifluoromethyl)[biphenyl]-2-carboxamide